F[C@@H]1[C@@H](C1)C(=O)NC1=NC=C2C=C(C=3N(C2=C1)C=CN3)C=3C=NC(=CC3C)\C(\CC)=N/O (1S,2S)-2-fluoro-N-(4-(6-((Z)-1-(hydroxyimino)propyl)-4-methylpyridin-3-yl)imidazo[1,2-a][1,6]naphthyridin-8-yl)cyclopropane-1-carboxamide